C(CCCCCCCCC\C=C\CCCCCC)(=O)O trans-Octadec-11-enoic acid